2-[4,5-bis(4-methoxy-phenyl)oxazol-2-yl]sulfanyl-N-cyclopropyl-acetamide COC1=CC=C(C=C1)C=1N=C(OC1C1=CC=C(C=C1)OC)SCC(=O)NC1CC1